BrC1=C(C=CC(=C1)Cl)/C=C/C(=O)OC methyl (2E)-3-(2-bromo-4-chlorophenyl)acrylate